C(C)(C)(C)OC(=O)N[C@@H](CCCCNC(CCN=[N+]=[N-])=O)C(=O)O N2-(tert-butoxycarbonyl)-N6-(3-azidopropionyl)lysine